2,4,6-Trimercapto-1,3,5-trithian SC1SC(SC(S1)S)S